4-(2-(tert-butoxycarbonylamino)-3-methylbutanoyloxy)butanoic acid C(C)(C)(C)OC(=O)NC(C(=O)OCCCC(=O)O)C(C)C